ClC1=CC(=CC=2C(OB(C21)O)(C)C)NC2=NC=C(C(=N2)NC(CC)CC)C N2-(7-chloro-1-hydroxy-3,3-dimethyl-2,1-benzoxaborole-5-yl)-N4-(1-ethylpropyl)-5-methyl-pyrimidine-2,4-diamine